ethyl 5-chloro-2-(trifluoromethoxy)benzoate ClC=1C=CC(=C(C(=O)OCC)C1)OC(F)(F)F